(2-isopropyl-4-methylpyridin-3-yl)-7-methyl-2-((6-methyl-2,3-dihydrobenzofuran-5-yl)amino)-7,9-dihydro-8H-purin-8-one C(C)(C)C1=NC=CC(=C1N1C2=NC(=NC=C2N(C1=O)C)NC=1C(=CC2=C(CCO2)C1)C)C